benzyl-4-((2-(2-cyanoethyl)-2H-tetrazol-5-yl)(phenyl)methyl)piperazine C(C1=CC=CC=C1)N1CCN(CC1)C(C1=CC=CC=C1)C=1N=NN(N1)CCC#N